C(C)C(C[Al](CC(CCCC)CC)CC(CCCC)CC)CCCC tris(2-ethylhexyl)aluminum